Ethyl 5-amino-2-(5-(bis(tert-butoxycarbonyl) amino) pentyl)-6H-thieno[3,2-b]azepin-7-carboxylate NC=1CC(=CC2=C(N1)C=C(S2)CCCCCN(C(=O)OC(C)(C)C)C(=O)OC(C)(C)C)C(=O)OCC